NC1=NNC2=CC=C(C=C12)C1=CC(=NC=C1)NC1=C(C=CC=C1)O 2-((4-(3-Amino-1H-indazol-5-yl)pyridin-2-yl)amino)phenol